C(C)O[Si](O[Si](OCC)(OCC)CCCN(CCC)CCC)(OCC)CCCN(CCC)CCC 3,3'-(1,1,3,3-tetraethoxydisiloxane-1,3-diyl)bis(N,N-dipropylpropane-1-amine)